(R)-N-(2-(4-(3-(1H-Imidazol-1-yl)propoxy)phenyl)-2-hydroxyethyl)-N-methylacetamide N1(C=NC=C1)CCCOC1=CC=C(C=C1)[C@H](CN(C(C)=O)C)O